5-iodoimidazo[1,5-a]Pyridine IC1=CC=CC=2N1C=NC2